N-(4,4-difluoro-1-{4-[(1S)-1-{[7-oxo-8-(propan-2-yl)-7,8-dihydropyrido[2,3-d]pyrimidin-2-yl]amino}ethyl]phenyl}cyclohexyl)-D-alaninamide FC1(CCC(CC1)(C1=CC=C(C=C1)[C@H](C)NC=1N=CC2=C(N1)N(C(C=C2)=O)C(C)C)NC([C@H](N)C)=O)F